r-adiponitrile C(CCCCC#N)#N